(R)-tert-butyl (1-(7-acrylamido-2-methoxyquinazolin-4-yl)pyrrolidin-3-yl)carbamate C(C=C)(=O)NC1=CC=C2C(=NC(=NC2=C1)OC)N1C[C@@H](CC1)NC(OC(C)(C)C)=O